triethoxy(isocyanatomethyl)silane 3,4-dihydro-1,8-naphthyridin-1(2H)-carboxylate N1(CCCC2=CC=CN=C12)C(=O)O.C(C)O[Si](CN=C=O)(OCC)OCC